Methyl (R)-(1-(4-fluoro-3-(trifluoromethyl)phenyl)cyclopropyl)((4-methylmorpholin-3-yl)methyl)carbamate FC1=C(C=C(C=C1)C1(CC1)N(C(OC)=O)C[C@H]1N(CCOC1)C)C(F)(F)F